(S)-N-(4-chloro-1-oxo-3-(1-((5-oxo-5,8-dihydropyrido[2,3-d]pyrimidin-4-yl)amino)ethyl)-2-phenyl-1,2-dihydroisoquinolin-8-yl)pivalamide ClC1=C(N(C(C2=C(C=CC=C12)NC(C(C)(C)C)=O)=O)C1=CC=CC=C1)[C@H](C)NC=1C2=C(N=CN1)NC=CC2=O